4-(5-chloro-6-methoxy-2-pyridin-4-yl-pyrimidin-4-yl)-piperazine-1-carboxylic acid tert-butyl ester C(C)(C)(C)OC(=O)N1CCN(CC1)C1=NC(=NC(=C1Cl)OC)C1=CC=NC=C1